ClC1=CC(=NC=C1)N1C[C@H]2C([C@H]2C1)C1=NOC(=N1)CN1N=CC2=C(C1=O)C=CC=N2 6-((3-((1R,5S,6r)-3-(4-chloropyridin-2-yl)-3-azabicyclo[3.1.0]hexan-6-yl)-1,2,4-oxadiazol-5-yl)methyl)pyrido[2,3-d]pyridazin-5(6H)-one